CC1=C(C=CC(=C1)S(N[C@H](C)C1CCNCC1)(=O)=O)NC(=O)C1=CSC=C1 (R)-N-(2-methyl-4-(N-(1-(piperidin-4-yl)ethyl)sulfamoyl)phenyl)thiophene-3-carboxamide